N'-hydroxycyclohexaneformamidine ON=C(N)C1CCCCC1